6-methylamino-2,3-dihydro-5,8-dihydroxynaphthalene-1,4-dione CNC=1C(=C2C(CCC(C2=C(C1)O)=O)=O)O